methyl 3-(8-(4-cyano-2-fluorophenyl)-6,9-dioxo-5-(4-(trifluoromethyl)benzyl)-2,5,8-triazaspiro[3.5]nonan-2-yl)benzoate C(#N)C1=CC(=C(C=C1)N1CC(N(C2(CN(C2)C=2C=C(C(=O)OC)C=CC2)C1=O)CC1=CC=C(C=C1)C(F)(F)F)=O)F